3-(1-oxo-5-piperazin-1-yl-1,3-dihydro-2H-isoindol-2-yl)piperidine-2,6-dione O=C1N(CC2=CC(=CC=C12)N1CCNCC1)C1C(NC(CC1)=O)=O